hexathiobenzenehexacarboxylic acid C1(=C(C(=C(C(=C1C(=S)O)C(=S)O)C(=S)O)C(=S)O)C(=S)O)C(=S)O